FC(OC=1C=C(C=CC1)N1N=C(C2=CC(=CC(=C12)F)C(=O)NC1(CS(C1)(=O)=O)C)C(C)(C)O)F 1-(3-(difluoromethoxy)phenyl)-7-fluoro-3-(2-hydroxypropan-2-yl)-N-(3-methyl-1,1-dioxidothietan-3-yl)-1H-indazole-5-carboxamide